1-(4-Bromophenyl)-1-(pyridin-2-yl)ethanol tert-butyl-4-(6-oxo-5-((3-(trifluoromethyl)pyridin-2-yl)methyl)-5,6-dihydropyrido[2,3-b]pyrazin-7-yl)piperidine-1-carboxylate C(C)(C)(C)C1N(CCC(C1)C1=CC=2C(=NC=CN2)N(C1=O)CC1=NC=CC=C1C(F)(F)F)C(=O)OC(C)(C1=NC=CC=C1)C1=CC=C(C=C1)Br